C(C=C)OCC(C(=O)OC(C)(C)C)=C tert-butyl α-allyloxymethylacrylate